SC(C)O L-1-mercaptoethanol